3,6-Bis-(2,4,6-trimethylphenyl)carbazol CC1=C(C(=CC(=C1)C)C)C=1C=CC=2NC3=CC=C(C=C3C2C1)C1=C(C=C(C=C1C)C)C